C1CC12CC2 spiro[2.2]pentane